FC(CS(=O)(=O)N)F 2,2-difluoroethane-1-sulfonamide